isobutyltin trioleate C(CCCCCCC\C=C/CCCCCCCC)(=O)[O-].C(CCCCCCC\C=C/CCCCCCCC)(=O)[O-].C(CCCCCCC\C=C/CCCCCCCC)(=O)[O-].C(C(C)C)[Sn+3]